formyloxycinnamic acid C(=O)OC(C(=O)O)=CC1=CC=CC=C1